((1-phenylethyl)amino)quinoline-3-carbonitrile C1(=CC=CC=C1)C(C)NC1=NC2=CC=CC=C2C=C1C#N